4-((4-cyanophenyl)(2-methyl-2H-tetrazol-5-yl)methyl)piperazine-1-carboxylic acid tert-butyl ester C(C)(C)(C)OC(=O)N1CCN(CC1)C(C=1N=NN(N1)C)C1=CC=C(C=C1)C#N